S([O-])(O)(=O)=O.S1C=[NH+]C=C1 thiazolium bisulfate